tert-butyl (2R,4S)-4-((tert-butyldimethylsilyl)oxy)-2-((tosyloxy) methyl)pyrrolidine-1-carboxylate [Si](C)(C)(C(C)(C)C)O[C@H]1C[C@@H](N(C1)C(=O)OC(C)(C)C)COS(=O)(=O)C1=CC=C(C)C=C1